Cl.Cl.N[C@H]1[C@@H](CCCC1)NC=1N=NC(=C(N1)C)C1=C(C=C(C=C1)C(F)(F)F)O 2-(3-{[(1R,2R)-2-aminocyclohexyl]amino}-5-methyl-1,2,4-triazine-6-yl)-5-(trifluoromethyl)phenol dihydrochloride